Tert-butyl 4-(5-((2,6-dioxopiperidin-3-yl)amino)pyridin-2-yl)piperazine-1-carboxylate O=C1NC(CCC1NC=1C=CC(=NC1)N1CCN(CC1)C(=O)OC(C)(C)C)=O